C(CCC#C)(=O)O pentan-4-ynic acid